2-(3-methoxyphenyl)cyclopropane COC=1C=C(C=CC1)C1CC1